N-(2-(2-(3,4-dihydroxy-2-(((2R,3S,4S,5R)-3,4,5,6-tetrahydroxytetrahydro-2H-pyran-2-yl)methoxy)phenoxy)ethoxy)phenyl)-2,3-dihydroxybenzamide OC=1C(=C(OCCOC2=C(C=CC=C2)NC(C2=C(C(=CC=C2)O)O)=O)C=CC1O)OC[C@H]1OC([C@@H]([C@H]([C@@H]1O)O)O)O